3-isopropyl-1H-pyrrole-1,2-dicarboxylic acid 1-(tert-butyl) 2-methyl ester COC(=O)C=1N(C=CC1C(C)C)C(=O)OC(C)(C)C